C[C@]1(C(NCCC1)=O)C=1OC(=NN1)C=1C(=NC=CC1)NC1=CC=C(C=C1)S(F)(F)(F)(F)F (3R)-3-methyl-3-[5-[2-[4-(pentafluoro-λ6-sulfanyl)anilino]-3-pyridyl]-1,3,4-oxadiazol-2-yl]piperidin-2-one